FC(C1=CC2=C(SC(=C2)C(N[C@H]2CCC[C@@H]3N(C2=O)[C@@H](CC3)C(=O)N3CC(C3)C3=NC=NC=C3C)=O)C=C1)(F)P(O)(O)=O (difluoro(2-(((3S,6S,9aS)-3-(3-(5-methylpyrimidin-4-yl)azetidine-1-carbonyl)-5-oxooctahydro-1H-pyrrolo[1,2-a]azepin-6-yl)carbamoyl)benzo[b]thiophen-5-yl)methyl)phosphonic acid